3-Amino-7-bromobenzo[e][1,2,4]triazine-1-oxide NC=1N=[N+](C2=C(N1)C=CC(=C2)Br)[O-]